O=CCC(CCCCCCCCCC(=O)OC\C=C/CCCCC)CCCCCCCCC (Z)-oct-2-en-1-yl 11-(2-oxoethyl)icosanoate